8-(4-(((2-(2,6-dioxopiperidin-3-yl)-6-fluoro-1-oxoisoindolin-5-yl)methyl)(methyl)amino)piperidin-1-yl)-9-ethyl-6,6-dimethyl-11-oxo-6,11-dihydro-5H-benzo[b]carbazole-3-carbonitrile O=C1NC(CCC1N1C(C2=CC(=C(C=C2C1)CN(C1CCN(CC1)C=1C(=CC2=C(C(C=3NC4=CC(=CC=C4C3C2=O)C#N)(C)C)C1)CC)C)F)=O)=O